2-(1-hydroxyethylidene)-5,5-dimethylcyclohexane-1,3-dione OC(C)=C1C(CC(CC1=O)(C)C)=O